[N+](=O)([O-])OCCNC(=O)C=1C=[N+](C=CC1)CCNC(=O)C=1C=[NH+]C=CC1 3-((2-(3-((2-(nitrooxy)ethyl)carbamoyl)pyridin-1-ium-1-yl)ethyl)carbamoyl)pyridin-1-ium